ortho-aminoanisolesulfonic acid NC1(C(C=CC=C1)OC)S(=O)(=O)O